N-(4-methyl-3-(7'-oxo-2'-((pyridin-3-ylmethyl)amino)-5'H-spiro[cyclopropane-1,8'-pyrido[4,3-d]pyrimidine]-6'(7'H)-yl)phenyl)-3-(trifluoromethyl)benzamide CC1=C(C=C(C=C1)NC(C1=CC(=CC=C1)C(F)(F)F)=O)N1CC2=C(N=C(N=C2)NCC=2C=NC=CC2)C2(C1=O)CC2